C(=C)C=1C=C(N=NC1)NC(OC(C)(C)C)=O tert-butyl (5-vinylpyridazin-3-yl)carbamate